{6-[(1R,2S,3S,5S)-3-amino-2-fluoro-8-azabicyclo[3.2.1]octan-8-yl]-3-(4-chloro-2-methyl-2H-indazol-5-yl)-1H-pyrazolo[3,4-b]pyrazin-5-yl}methanol N[C@@H]1[C@@H]([C@H]2CC[C@@H](C1)N2C2=C(N=C1C(=N2)NN=C1C1=C(C2=CN(N=C2C=C1)C)Cl)CO)F